ClC=1C2=C(N=CN1)C=C(C(=N2)N2CCN(C1(CC1)C2)C(=O)OC(C)(C)C)OC tert-butyl 7-(4-chloro-7-methoxypyrido[3,2-d]pyrimidin-6-yl)-4,7-diazaspiro[2.5]octane-4-carboxylate